C1N(CC12CCNCC2)C2=NC=NC1=CC=C(C=C21)C(C(F)(F)F)(F)F 4-(2,7-Diazaspiro[3.5]non-2-yl)-6-(pentafluoroethyl)quinazoline